N1N=C(C2=CC=CC=C12)C(C)(CC)O 2-(1H-indazol-3-yl)-butan-2-ol